3-(N-(2-fluorophenyl)sulfamoyl)-N-(pyridin-4-yl)benzamide FC1=C(C=CC=C1)NS(=O)(=O)C=1C=C(C(=O)NC2=CC=NC=C2)C=CC1